S1(C=CC=C1)C1=C(C(=NN1C1=CC=CC=C1)C(F)F)C#N 5-(1-thienyl)-1-phenyl-3-difluoromethyl-1H-pyrazole-4-carbonitrile